4-(neopentylsulfanyl)benzenesulfonic acid C(C(C)(C)C)SC1=CC=C(C=C1)S(=O)(=O)O